n-Dodecylmercaptan CCCCCCCCCCCCS